O=C1S\C(\C(N1CCCCCCC(=O)O)=O)=C/C=1C=C2C=CC=NC2=CC1 (Z)-7-(2,4-dioxo-5-(quinolin-6-ylmethylene)thiazolidin-3-yl)heptanoic acid